C1(=CC=CC=C1)[C@@H]1CC2(CN(C2)C(=O)C2CC3(C2)NC(CC3)=O)CC1 (2r,4r)-2-((S)-6-phenyl-2-azaspiro[3.4]octane-2-carbonyl)-5-azaspiro[3.4]octane-6-one